BrC1=CC=C(C=C1)N1C(NC(CC1)=O)=O 1-(4-bromophenyl)-1,3-diazinane-2,4-dione